zinc bis(histidine) N[C@@H](CC1=CNC=N1)C(=O)O.N[C@@H](CC1=CNC=N1)C(=O)O.[Zn]